1-(2,5-dimethylbenzyl)-3-(4-(4-hydroxyphenyl)butan-2-yl)urea CC1=C(CNC(=O)NC(C)CCC2=CC=C(C=C2)O)C=C(C=C1)C